8-(tert-butyl)-4-(difluoromethoxy)-2-methoxy-8,9-dihydrobenzo[4,5]imidazo[1,2-a]pyridin-6(7H)-one C(C)(C)(C)C1CC2=C(N=C3N2C=C(C=C3OC(F)F)OC)C(C1)=O